ClC=1C=C(C=C(C1)C1=CC=CC=C1)C=1C=CC2=C(OC3=C2C=CC=C3)C1 3-(5-chloro-[1,1'-biphenyl]-3-yl)dibenzo[b,d]furan